N-(1-(4-(2-(2-aminopyridin-3-yl)-5-phenyl-3H-imidazo[4,5-b]pyridin-3-yl)benzyl)azepan-4-yl)-4-formyl-3-hydroxybenzamide NC1=NC=CC=C1C1=NC=2C(=NC(=CC2)C2=CC=CC=C2)N1C1=CC=C(CN2CCC(CCC2)NC(C2=CC(=C(C=C2)C=O)O)=O)C=C1